4-(((4-methoxybenzyl)oxy)methyl)-2-oxabicyclo[2.1.1]hexane-1-carbaldehyde COC1=CC=C(COCC23COC(C2)(C3)C=O)C=C1